N-(2-((2R,3R)-1-ethyl-2-methylpiperidin-3-yl)-5-fluorothieno[2,3-b]pyridin-4-yl)-6-fluorobenzo[d]thiazol-5-amine C(C)N1[C@@H]([C@@H](CCC1)C1=CC=2C(=NC=C(C2NC=2C(=CC3=C(N=CS3)C2)F)F)S1)C